C(C)(C)(C)OC(=O)N1CCC(CC1)CN1CCC(CC1)C1=CC(=CC=C1)N[C@H]1C(NC(CC1)=O)=O |r| (±)-4-((4-(3-((2,6-Dioxopiperidin-3-yl)amino)phenyl)piperidin-1-yl)methyl)piperidine-1-carboxylic acid tert-butyl ester